CC(C)[C@@](CCCN(C)CCC1=CC(=C(C=C1)OC)OC)(C#N)C2=CC(=C(C=C2)OC)OC.Cl The molecule is a hydrochloride salt resulting from the reaction of equimolar amounts of dexverapamil and hydrogen chloride. It competitively inhibits the multidrug resistance efflux pump P-glycoprotein (MDR-1, EC 3.6.3.44), thereby potentially increasing the effectiveness of a wide range of antineoplastic drugs which are inactivated by MDR-1 mechanisms. Dexverapamil hydrochloride exhibits lower calcium antagonistic activity and toxicity than racemic verapamil hydrochloride. It has a role as an EC 3.6.3.44 (xenobiotic-transporting ATPase) inhibitor. It contains a dexverapamil(1+). It is an enantiomer of a (S)-verapamil hydrochloride.